amino-3-propylsilane N[SiH2]CCC